Oct-6-enoic acid C(CCCCC=CC)(=O)O